1,4,7-tris[2-(methylsulfanyl)ethyl]-10-acetamido-1,4,7,10-tetraazacyclododecane CSCCN1CCN(CCN(CCN(CC1)NC(C)=O)CCSC)CCSC